C1(=CC=CC=C1)C=1OC(=NN1)N1CC(CCC1)COC=1C(=NC=CC1)C(F)(F)F 2-Phenyl-5-(3-(((2-(trifluoromethyl)pyridin-3-yl)oxy)methyl)piperidin-1-yl)-1,3,4-oxadiazole